2-(3-(3-(4,4,5,5-tetra-methyl-1,3,2-dioxaborolan-2-yl)phenoxy)phenyl)pyridine CC1(OB(OC1(C)C)C=1C=C(OC=2C=C(C=CC2)C2=NC=CC=C2)C=CC1)C